C(C)(C)(C)OC(=O)N1CC=2N(C=3C(=C(C=C(C3C2)NC(=O)OC(C)(C)C)Cl)Cl)CC1.ClC1=C(C(=CC(=C1)[C@@H]1C([C@H]1C(OCC)OCC)(Cl)Cl)Cl)Cl trans-1,2,3-trichloro-5-(2,2-dichloro-3-(diethoxymethyl)cyclopropyl)benzene tert-Butyl-9-(tert-butoxycarbonylamino)-6,7-dichloro-3,4-dihydro-1H-pyrazino[1,2-a]indole-2-carboxylate